(phenanthroline) terbium (iii) [Tb+3].N1=CC=CC2=CC=C3C=CC=NC3=C12